COC=1C=CC2=C([Se]C(=C2OC2=CC=C(C=C2)/C=C/C(=O)OC(C)(C)C)C2=CC=C(C=C2)OC)C1 tert-Butyl (E)-3-(4-((6-methoxy-2-(4-methoxyphenyl)benzo[b]selenophen-3-yl)oxy)phenyl)acrylate